3-(5-chloro-1H-indazol-1-yl)bicyclo[1.1.1]pentane-1-carboxylic acid methyl ester COC(=O)C12CC(C1)(C2)N2N=CC1=CC(=CC=C21)Cl